methyl 4-(2-{[1-(3-chloro(2-pyridyl))-isopropyl]amino}pyrimidin-5-yl)-1-methylimidazole-2-carboxylate ClC=1C(=NC=CC1)C(C)(C)NC1=NC=C(C=N1)C=1N=C(N(C1)C)C(=O)OC